6,7-dihydrothieno[3,2-c]pyran S1C=CC=2COCCC21